C(CCCCCCC)N1C2=CC=CC=C2SC=2C=C(C=CC12)C(=O)CCCCCCCC (10-octylphenothiazin-3-yl)-1-octylketone